C(C)OC1=CC=C(C=C1)C1=CN=CC(=N1)C(=O)NNCC1=C(C=CC(=C1)OC)F 6-(4-ethoxyphenyl)-N'-(2-fluoro-5-methoxybenzyl)pyrazine-2-carbohydrazide